N(=[N+]=[N-])CCC1=C(C=CC=C1)CC1=CC=CC=C1 1-(2-azidoethyl)-2-benzylbenzene